4,6-bis(2,4-di-tert-butylphenyl)-s-triazine C(C)(C)(C)C1=C(C=CC(=C1)C(C)(C)C)C1=NC=NC(=N1)C1=C(C=C(C=C1)C(C)(C)C)C(C)(C)C